(S)-2-amino-3-(3-(3-((5-(trifluoromethyl)pyridin-2-yl)oxy)phenyl)-1,2,4-oxadiazol-5-yl)propan N[C@@H](C)CC1=NC(=NO1)C1=CC(=CC=C1)OC1=NC=C(C=C1)C(F)(F)F